C(C)(=O)[O-].C(C=1C(C(=O)[O-])=CC=CC1)(=O)[O-].[Zn+2].[Zn+2] di-zinc phthalate acetate